C(C1=CC=CC=C1)(C1=CC=CC=C1)=NC=1C(=C2C(=CN(C2=CC1C(=O)OC)CC(F)(F)F)C#N)Br methyl 5-(benzhydrylideneamino)-4-bromo-3-cyano-1-(2,2,2-trifluoroethyl)indole-6-carboxylate